icosa-9,12,15,18-tetraenoic acid C(CCCCCCCC=CCC=CCC=CCC=CC)(=O)O